tert-butyl 2-({2-[(4-methoxyphenyl)methyl]-1-oxo-2,3-dihydro-1H-isoindol-5-yl}amino)-5H,6H,7H,8H-pyrido[3,4-d]pyrimidine-7-carboxylate COC1=CC=C(C=C1)CN1C(C2=CC=C(C=C2C1)NC=1N=CC2=C(N1)CN(CC2)C(=O)OC(C)(C)C)=O